N=1N=C(NC1)NCC1=CC=C(CN2C(=NC=3C2=C2C(=NC3N)C=CS2)CCCC)C=C1 1-(4-(((4H-1,2,4-triazol-3-yl)amino)methyl)benzyl)-2-butyl-1H-imidazo[4,5-d]thieno[3,2-b]pyridin-4-amine